C(C=C)(=O)OS(=P([O-])([O-])[O-])CCCCCCCCCCCCCCCC acryloyloxycetylthiophosphate